4-(2,5-dichloropyrimidin-4-yl)-2,2-dimethylmorpholine ClC1=NC=C(C(=N1)N1CC(OCC1)(C)C)Cl